N-(3-methoxyphenyl)-2-(1-(4-(5-(trifluoromethyl)-1,2,4-oxadiazol-3-yl)phenyl)-1H-imidazol-4-yl)acetamide COC=1C=C(C=CC1)NC(CC=1N=CN(C1)C1=CC=C(C=C1)C1=NOC(=N1)C(F)(F)F)=O